(+-)-3-[4-(2-amino-6-methyl-pyrimidin-4-yl)-1,4-oxazepan-3-yl]-4-chloro-benzonitrile NC1=NC(=CC(=N1)N1[C@@H](COCCC1)C=1C=C(C#N)C=CC1Cl)C |r|